OC(C(=O)N)C1=CC=CC=C1 2-hydroxy-2-phenyl-acetamide